2-chloro-5-(4-chloro-3-{[(2S)-1-(1H-tetrazol-1-yl)prop-2-yl]oxy}phenyl)pyrimidine ClC1=NC=C(C=N1)C1=CC(=C(C=C1)Cl)O[C@H](CN1N=NN=C1)C